5-{4-amino-5-[(3,3-difluoroazetidin-1-yl)methyl]pyrrolo[2,1-f][1,2,4]triazin-7-yl}-N-[(3R,4S)-4-fluoro-1-(3,3,3-trifluoropropanesulfonyl)pyrrolidin-3-yl]-2-(methoxy-d3)nicotinamide NC1=NC=NN2C1=C(C=C2C=2C=NC(=C(C(=O)N[C@@H]1CN(C[C@@H]1F)S(=O)(=O)CCC(F)(F)F)C2)OC([2H])([2H])[2H])CN2CC(C2)(F)F